(4-methoxy-3-methylpyridin-2-yl)carbamic acid tert-butyl ester C(C)(C)(C)OC(NC1=NC=CC(=C1C)OC)=O